C1(=CC=CC2=CC=CC=C12)C1=CC=C(C=C1)C=1C=CC=2NC3=CC=CC=C3C2C1 3-[4-(1-naphthyl)-phenyl]-9H-carbazole